OC(CCCC)C1=C(C(=O)O)C=CC=C1.OC1C(CC1)N 2-hydroxycyclobutane-1-amine 2-(1-hydroxypentyl)benzoate